O1CCN(CCC1)CCN1C(C(=C(C2=CC=CN=C12)O)C(=O)NC1CCC(CC1)C)=O 1-(2-(1,4-oxazepan-4-yl)ethyl)-4-hydroxy-N-((1s,4s)-4-methylcyclohexyl)-2-oxo-1,2-dihydro-1,8-naphthyridine-3-carboxamide